O1CCN(CC1)C=1C2=C(N=CN1)NC(=C2)C2=C(C=CC=C2)NS(=O)(=O)CC=2C=C(C=CC2)N2C[C@@H](CC2)NC(C=C)=O (R)-N-(1-(3-((N-((4-morpholino-7H-pyrrolo[2,3-d]pyrimidin-6-yl)phenyl)sulfamoyl)methyl)phenyl)pyrrolidin-3-yl)acrylamide